3-thiocyanato-5-(trifluoromethyl)-1H-indole S(C#N)C1=CNC2=CC=C(C=C12)C(F)(F)F